O1C(OCC1)CC1CCN(CC1)C1=C2C(N(C(C2=CC=C1)=O)C1C(NC(CC1)=O)=O)=O (4-((1,3-dioxolan-2-yl)methyl)piperidin-1-yl)-2-(2,6-dioxopiperidin-3-yl)isoindoline-1,3-dione